C(C)(C)(C)C1=CC=C(C=C1)CN1C[C@@H]2C([C@@H]2C1)NC(C=C)=O N-[(1R,5S)-3-[(4-tert-Butylphenyl)methyl]-3-azabicyclo[3.1.0]hexan-6-yl]prop-2-enamide